2-(1-methyl-5-(1H-tetrazol-5-yl)-1H-indol-3-yl)-6-(1,3,5-trimethyl-1H-pyrazol-4-yl)-3,4-dihydropyrazino[1,2-a]indol-1(2H)-one CN1C=C(C2=CC(=CC=C12)C1=NN=NN1)N1C(C=2N(C=3C(=CC=CC3C2)C=2C(=NN(C2C)C)C)CC1)=O